CC1=C(C=CC=C1C1=C(C(=CC=C1)C1=NN2C(C(CCC2)=O)=C1)C)NC(=O)C1=NN2C(C(CCC2)=O)=C1 N-[2-methyl-3-[2-methyl-3-(4-oxo-6,7-dihydro-5H-pyrazolo[1,5-a]pyridin-2-yl)phenyl]phenyl]-4-oxo-6,7-dihydro-5H-pyrazolo[1,5-a]pyridine-2-carboxamide